C1=CC(=C(C=C1C[C@H](C(=O)O)OC(=O)/C=C/C2=CC(=C(C=C2)O)O)O)O The molecule is a stereoisomer of rosmarinic acid having (R)-configuration. It has a role as a plant metabolite. It is a conjugate acid of a (R)-rosmarinate. It is an enantiomer of a (S)-rosmarinic acid.